[6-(3-cyclopropyl-1,2,4-triazol-1-yl)-2-azaspiro[3.3]heptan-2-yl]-[6-(pyrazolo[1,5-a]pyridin-3-ylmethyl)-2,6-diazaspiro[3.3]heptan-2-yl]methanone C1(CC1)C1=NN(C=N1)C1CC2(CN(C2)C(=O)N2CC3(C2)CN(C3)CC=3C=NN2C3C=CC=C2)C1